(S)-2-aminohex-5-ynoic acid N[C@H](C(=O)O)CCC#C